C1(CC1)C(CNC=1N=CC2=C(N1)NC=C2C=2C=C(C=1N(C2)C=CN1)F)(F)F N-(2-cyclopropyl-2,2-difluoroethyl)-5-(8-fluoroimidazo[1,2-a]pyridin-6-yl)-7H-pyrrolo[2,3-d]pyrimidin-2-amine